C(C1=CC=CC=C1)N1N=NC(=C1)CN(S(=O)(=O)C1=CC=CC2=CC=CC=C12)C1=C(C2=C(S1)CCCC2)C#N N-((1-benzyl-1H-1,2,3-triazol-4-yl)methyl)-N-(3-cyano-4,5,6,7-tetrahydrobenzo[b]thiophen-2-yl)naphthalene-1-sulfonamide